[({(3S,5aR,6R,7R,8aS)-7-hydroxy-6-[(1E,3R)-3-hydroxy-4-phenoxy-1-buten-1-yl]octahydro-2H-cyclopenta[b]oxepin-3-yl}methyl)thio]acetic acid O[C@H]1[C@@H]([C@@H]2[C@@H](OC[C@H](CC2)CSCC(=O)O)C1)\C=C\[C@H](COC1=CC=CC=C1)O